N-stearylerucic acid amide C(CCCCCCCCCCCCCCCCC)NC(CCCCCCCCCCC\C=C/CCCCCCCC)=O